4-(2-morpholinoyl)pyrimidine N1CC(OCC1)C(=O)C1=NC=NC=C1